1,7-Bis-(4-hydroxyphenylthio)3,5-dioxaheptan OC1=CC=C(C=C1)SCCOCOCCSC1=CC=C(C=C1)O